((6-cyclopropylimidazo[1,2-a]pyridin-2-yl)methyl)-N-((3,4-dihydro-2H-pyrido[4,3-b][1,4]oxazin-7-yl)methyl)-1H-1,2,3-triazole-4-carboxamide C1(CC1)C=1C=CC=2N(C1)C=C(N2)CN2N=NC(=C2)C(=O)NCC2=CC=1OCCNC1C=N2